[Na+].C(C)(=O)N[C@@H]1[C@H](CC(C([O-])=O)(O)O[C@H]1[C@H](O)[C@H](O)CO)O N-acetyl-neuraminic acid sodium salt